NC1=CC(=C(C=C1)CCC1=C(C=C(C=C1)N)C)C 1,2-bis-(4-amino-2-methylphenyl)ethane